FC1=C2CN(C(C2=CC(=C1N1C(C(NC(C1([2H])[2H])([2H])[2H])([2H])[2H])([2H])[2H])F)=O)C1C(NC(CC1)=O)=O 3-(4,6-difluoro-1-oxo-5-(piperazin-1-yl-2,2,3,3,5,5,6,6-d8)isoindolin-2-yl)piperidine-2,6-dione